CC=1C=C(C=CC1)SC=1N=NC=CC1C#N 3-[(3-Methylphenyl)sulfanyl]pyridazine-4-carbonitrile